tert-butyl 4-((4-(3-(2,6-bis(benzyloxy)pyridin-3-yl)-1-methyl-1H-indazol-6-yl)piperazin-1-yl)methyl)piperidine-1-carboxylate C(C1=CC=CC=C1)OC1=NC(=CC=C1C1=NN(C2=CC(=CC=C12)N1CCN(CC1)CC1CCN(CC1)C(=O)OC(C)(C)C)C)OCC1=CC=CC=C1